FC(OC1=C(C=CC=C1F)B(O)O)F 2-DIFLUOROMETHOXY-3-FLUORO-BENZENEBORONIC ACID